C([C@@H](O)[C@@H](O)[C@@H](O)[C@H](O)CO)O (4s)-mannitol